(pentamethylcyclopentadienyl)(1-methyl-1,5,6,7-tetrahydro-s-indacenyl)hafnium CC1=C(C(=C(C1(C)[Hf]C1(C=CC2=CC=3CCCC3C=C12)C)C)C)C